(2R,3S,4S)-4-hydroxy-2-(4-(trifluoromethoxy)benzyl)pyrrolidin-3-yl (3-fluorobenzyl)carbamate FC=1C=C(CNC(O[C@H]2[C@H](NC[C@@H]2O)CC2=CC=C(C=C2)OC(F)(F)F)=O)C=CC1